C(CCC)C=1OCCN1 2-n-butyl-2-oxazolin